(R)-N-(4-(3-(4-(3-cyano-4-methoxypyrazolo[1,5-a]pyridin-6-yl)-1H-pyrazol-1-yl)pyrrolidine-1-carbonyl)phenyl)acrylamide C(#N)C=1C=NN2C1C(=CC(=C2)C=2C=NN(C2)[C@H]2CN(CC2)C(=O)C2=CC=C(C=C2)NC(C=C)=O)OC